1-(4-hydroxyphenyl)-3-(2-methoxyphenyl)prop-2-en-1-one OC1=CC=C(C=C1)C(C=CC1=C(C=CC=C1)OC)=O